FC1=C2C3(CNC(C2=C(C(=C1O)O)C)=O)CC3 5'-fluoro-6',7'-dihydroxy-8'-methyl-2',3'-dihydro-1'H-spiro[cyclopropane-1,4'-isoquinolin]-1'-one